NC1=NC=2C=CC=CC2C2=C1N=C(N2CC2=CC=C(C=C2)CNC(=O)OCCNC(C(=C)C)=O)CC(=O)OCC ethyl 2-(4-amino-1-(4-(((2-methacrylamidoethoxy)carbonylamino)methyl)benzyl)-1H-imidazo[4,5-c]quinolin-2-yl)acetate